C(C)(=O)OC[C@H]1O[C@H]([C@@H](C1)OC(C)=O)N1C2=NC(=NC=C2N(C1=O)C\C=C\C1=NN=NN1)N ((2S,4R,5R)-5-(7-((E)-3-(1H-tetrazol-5-yl) allyl)-2-amino-8-oxo-7,8-dihydro-9H-purin-9-yl)-4-acetoxytetrahydrofuran-2-yl)methyl acetate